ClC1=CC(=C(C(=O)N2C[C@H](N(CC2)C=2C=CC(=NC2C(=O)NCC2CN(C2)C)C=2C(=NC=CC2)OCC)CC)C=C1)C(F)(F)F 5-[(2R)-4-[4-chloro-2-(trifluoromethyl)benzoyl]-2-ethylpiperazin-1-yl]-2'-ethoxy-N-[(1-methylazetidin-3-yl)methyl]-[2,3'-bipyridine]-6-carboxamide